tert-butyl (trans-4-((5-(2-methoxypyrimidin-5-yl)pyrazin-2-yl)amino)cyclohexyl)carbamate COC1=NC=C(C=N1)C=1N=CC(=NC1)N[C@@H]1CC[C@H](CC1)NC(OC(C)(C)C)=O